C(C)(C)(C)OC(NC1=CC=C(C=C1)I)=O N-(4-iodophenyl)carbamic acid tert-butyl ester